BrC1=C(N=C(NC1NN)N)C1=CC=C(C=C1)F 5-bromo-4-(4-fluorophenyl)-6-hydrazino-1,6-dihydropyrimidin-2-amine